2-[3-(4-bromophenyl)-4-methyl-2-oxo-benzimidazol-1-yl]acetic acid BrC1=CC=C(C=C1)N1C(N(C2=C1C(=CC=C2)C)CC(=O)O)=O